C[C@@H]1N[C@@H](CC(C1)OC1=CC=C2C(=N1)SC(=C2)C(=O)NC=2C=C(C=1N(C2)C=C(N1)C)F)C |r| 6-[[(2SR,6RS)-2,6-dimethyl-4-piperidinyl]oxy]-N-(8-fluoro-2-methyl-imidazo[1,2-a]pyridin-6-yl)thieno[2,3-B]pyridine-2-carboxamide